5-(1-(4-(1H-pyrazol-4-yl)benzyl)-1H-pyrazol-4-yl)-4-ethoxy-1-methylpyridin-2(1H)-one N1N=CC(=C1)C1=CC=C(CN2N=CC(=C2)C=2C(=CC(N(C2)C)=O)OCC)C=C1